2-methyl-1,3-dihydroisoindol-4-amine CN1CC=2C=CC=C(C2C1)N